6-[3-(trifluoromethyl)imidazo[1,2-a]pyridin-6-yl]pyrazine-2-carboxamide FC(C1=CN=C2N1C=C(C=C2)C2=CN=CC(=N2)C(=O)N)(F)F